N-(4-cyclobutyl-1-methyl-3-(3-oxocyclobutyl)-1H-pyrazol-5-yl)-3,3-difluorocyclobutane-1-carboxamide C1(CCC1)C=1C(=NN(C1NC(=O)C1CC(C1)(F)F)C)C1CC(C1)=O